NC[C@@H](CCl)O (S)-1-amino-3-chloropropane-2-ol